2-(1-((2R,5S)-4-(2-(cyanomethyl)-4-methyl-5-oxo-4,5-dihydro-2H-pyrazolo[4,3-b]pyridin-7-yl)-2,5-diethylpiperazin-1-yl)ethyl)-5-fluorobenzonitrile C(#N)CN1N=C2C(N(C(C=C2N2C[C@H](N(C[C@@H]2CC)C(C)C2=C(C#N)C=C(C=C2)F)CC)=O)C)=C1